CN1CCC(CC1)C1=NN=C(O1)[C@@]12CN(C[C@]2(C1)C(F)(F)F)C1=CC=C(C=2N=CC=NC12)C#N 8-((1S,5R)-1-(5-(1-methylpiperidin-4-yl)-1,3,4-oxadiazol-2-yl)-5-(trifluoromethyl)-3-Azabicyclo[3.1.0]hexan-3-yl)quinoxaline-5-carbonitrile